C(C)C(CS(=O)(=O)C=1C=C(C(=NC1)C(=O)O)C(=O)O)CCCC 5-(2-ethylhexylsulfonyl)pyridin-2,3-dicarboxylic acid